2-((6-cyanobenzo[d]thiazol-2-yl)amino)-4-(1-trifluoroacetylpiperidin-4-yl)pyridine C(#N)C1=CC2=C(N=C(S2)NC2=NC=CC(=C2)C2CCN(CC2)C(C(F)(F)F)=O)C=C1